N-((R)-2-Hydroxy-1-phenyl-ethyl)-2-[3-(4-trifluoromethoxy-benzyl)-3H-imidazo[4,5-b]pyridin-2-yloxy]-acetamide OC[C@@H](C1=CC=CC=C1)NC(COC1=NC=2C(=NC=CC2)N1CC1=CC=C(C=C1)OC(F)(F)F)=O